ClC1=C(C=C(C=C1[N+](=O)[O-])C(F)(F)F)[N+](=O)[O-] 2-chloro-1,3-dinitro-5-(trifluoromethyl)benzene